ethyl 4-hydroxy-2-oxo-1H-1,8-naphthyridine-3-carboxylate OC1=C(C(NC2=NC=CC=C12)=O)C(=O)OCC